N[C@@H](C(=O)OCC)CC (R)-ethyl 2-aminobutyrate